O1C(=CC=C1)/C=C/C(=O)NC1=CC=C2CCN(CC2=C1)S(=O)(=O)C1=CC=CC=C1 (E)-3-(furan-2-yl)-N-(2-(phenylsulfonyl)-1,2,3,4-tetrahydroisoquinolin-7-yl)acrylamide